(R)-2-((1-(2-cyano-3-((3,3-difluoro-cyclobutyl)(methyl)amino)-7-methyl-quinoxalin-5-yl)ethyl)amino)benzoic acid C(#N)C1=NC2=CC(=CC(=C2N=C1N(C)C1CC(C1)(F)F)[C@@H](C)NC1=C(C(=O)O)C=CC=C1)C